C(C)NC(=O)N1[C@H]([C@H](CCC1)C1=NNC=C1)CO[C@@H]1CC[C@@H](CC1)C1=CC=CC=C1 (CIS)-N-ethyl-2-((((CIS)-4-phenylcyclohexyl)oxy)methyl)-3-(1H-pyrazol-3-yl)piperidine-1-carboxamide